(4S)-4-(trifluoromethyl)-1,2,3-oxathiazolidine-3-carboxylic acid FC([C@H]1N(SOC1)C(=O)O)(F)F